1-(4-bromophenyl)-5-methyl-1,2,4-triazole BrC1=CC=C(C=C1)N1N=CN=C1C